(6S)-6-[tert-butyl-(dimethyl)silyl]oxyoct-7-ynoic acid methyl ester COC(CCCC[C@@H](C#C)O[Si](C)(C)C(C)(C)C)=O